tert-butyl N-[[(3R)-3-piperidyl]methyl]carbamate N1C[C@@H](CCC1)CNC(OC(C)(C)C)=O